methyl 5-(tert-butyl)-2-(6-chloro-3-(trifluoromethoxy) pyridin-2-yl)-1H-pyrrole-3-carboxylate C(C)(C)(C)C1=CC(=C(N1)C1=NC(=CC=C1OC(F)(F)F)Cl)C(=O)OC